COC1=CC(=C(C=C1)NC(C(C(C)C)NC(C(F)(F)F)=O)=O)C N-(4-methoxy-2-methylphenyl)-3-methyl-2-(2,2,2-trifluoroacetamido)butanamide